C(CCCCCCCCCCCCCCCCC)[NH2+]C1=CC=CC=C1 N-octadecylanilinium